2-Thiazol-4-ylethylisoindolin-1,3-dion S1C=NC(=C1)CCN1C(C2=CC=CC=C2C1=O)=O